1-(1-(9H-fluoren-3-yl)ethyl)-1H-pyrazole C1=CC(=CC=2C3=CC=CC=C3CC12)C(C)N1N=CC=C1